5-Amino-3-[2-(1-cyclopropyl-6-fluoro-1,3-benzodiazol-5-yl)ethynyl]-1-[(3S)-1-(prop-2-enoyl)pyrrolidin-3-yl]pyrazole-4-carboxamide NC1=C(C(=NN1[C@@H]1CN(CC1)C(C=C)=O)C#CC1=CC2=C(N(C=N2)C2CC2)C=C1F)C(=O)N